OCC1=CC=C2CNC(C2=C1)=O 6-(hydroxymethyl)-2,3-dihydro-isoindol-1-one